FC1=C(N=C(C=2N1N=CC2)O[C@H]2C[C@H](C2)N(C(OC(C)(C)C)=O)C)C=2C=NN(C2)C tert-butyl ((cis)-3-((7-fluoro-6-(1-methyl-1H-pyrazol-4-yl)pyrazolo[1,5-a]pyrazin-4-yl)oxy)cyclobutyl)(methyl)carbamate